3-[(3R)-4-benzyloxycarbonyl-3-methyl-piperazin-1-yl]-5-bromo-2-nitrobenzoic acid C(C1=CC=CC=C1)OC(=O)N1[C@@H](CN(CC1)C=1C(=C(C(=O)O)C=C(C1)Br)[N+](=O)[O-])C